C(C)(C)(C)OC(CN(C(=O)OCOP(=O)(OC(C)(C)C)OC(C)(C)C)C[C@@H]1N(CC1)C(=O)OCC1=CC=CC=C1)=O benzyl (R)-2-(((2-(tert-butoxy)-2-oxoethyl)((((di-tert-butoxyphosphoryl)oxy)methoxy)carbonyl)amino)methyl)azetidine-1-carboxylate